4-(3-(4-iodo-1H-imidazol-1-yl)propyl)morpholine ethyl-2-(2-ethoxy-2-oxoethyl)-5-methoxybenzoate C(C)OC(C1=C(C=CC(=C1)OC)CC(=O)OCC)=O.IC=1N=CN(C1)CCCN1CCOCC1